7-methoxy-4-(4-nitrophenoxy)quinoline-6-carboxylic acid methyl ester COC(=O)C=1C=C2C(=CC=NC2=CC1OC)OC1=CC=C(C=C1)[N+](=O)[O-]